1-(chloromethyl)-1H-pyrrole-2,5-dione ClCN1C(C=CC1=O)=O